1-(pyridin-2-yl)-3,6-dihydroimidazo[4,5-d]pyrrolo[2,3-b]pyridin-2(1H)-one N1=C(C=CC=C1)N1C(NC=2C1=C1C(=NC2)NC=C1)=O